NC1=NC=2C=CC(=CC2C2=C1C=NN2C)C(=O)N(N2C(CCC2)=O)CC2=C(C=CC=C2)F 4-amino-N-(2-fluorobenzyl)-1-methyl-N-(2-oxopyrrolidin-1-yl)-1H-pyrazolo[4,3-c]quinoline-8-carboxamide